rac-(1s,3r)-1-(4-bromophenyl)-3-phenyl-4,5-dihydro-3H-isothiazole 1-oxide BrC1=CC=C(C=C1)S1(N[C@H](CC1)C1=CC=CC=C1)=O |r|